2-(2-((2-(2,6-dioxapiperidin-3-yl)-1,3-dioxaisoquinolin-4-yl)oxy)ethoxy)propionic acid N1OC(CCO1)N1OC2=CC=CC=C2C(O1)OCCOC(C(=O)O)C